O1CCC(CC1)N1C=NC2=NC(=CC=C21)CO (1-(tetrahydro-2H-pyran-4-yl)-1H-imidazo[4,5-b]Pyridin-5-yl)methanol